N-(3-methyl-4-{[1,2,4]triazolo[1,5-a]pyridin-7-yloxy}phenyl)-6-(1,2,3,6-tetrahydropyridin-4-yl)pyrimido[5,4-d][1,3]diazin-4-amine hydrochloride Cl.CC=1C=C(C=CC1OC1=CC=2N(C=C1)N=CN2)NC=2C1=C(N=CN2)C=NC(=N1)C=1CCNCC1